4-(Methyl(6-nitropyridin-3-yl)amino)-6-(1-methyl-1H-pyrazol-4-yl)pyrazolo[1,5-a]pyridine-3-carbonitrile CN(C=1C=2N(C=C(C1)C=1C=NN(C1)C)N=CC2C#N)C=2C=NC(=CC2)[N+](=O)[O-]